4-(4-Fluoro-3-(4-(4,4,4-trifluorobutanoyl)piperazine-1-carbonyl)benzyl)-6-(prop-1-ynyl)phthalazin-1(2H)-one FC1=C(C=C(CC2=NNC(C3=CC=C(C=C23)C#CC)=O)C=C1)C(=O)N1CCN(CC1)C(CCC(F)(F)F)=O